FC1=C(C=C(C=C1)C(F)(F)F)NC(=O)NC1=CC=C(C=C1)O 1-(2-fluoro-5-(trifluoromethyl)phenyl)-3-(4-hydroxyphenyl)urea